(1S,2R,3S,4S,6R,7R,8R,14R)-3,6-dihydroxy-2,4,7,14-tetramethyl-4-vinyl-tricyclo[5.4.3.01,8]Tetradecan-9-one O[C@H]1[C@@H]([C@@]23[C@H]([C@]([C@@H](C[C@]1(C=C)C)O)([C@@H](CC3)C)C)C(CC2)=O)C